NC1=CC(=CC(=N1)N1C(C2=CC=CC(=C2C1)C(F)(F)F)=O)C(C)SC1=NN=CN1C 2-[6-amino-4-[1-[(4-methyl-1,2,4-triazol-3-yl)sulfanyl]ethyl]-2-pyridyl]-4-(trifluoromethyl)isoindolin-1-one